6-(tert-butyl)-1H-benzo[d]imidazole-2-thiol C(C)(C)(C)C=1C=CC2=C(NC(=N2)S)C1